Methyl-(2S)-4-oxo-2-({[2-(trimethylsilyl)ethoxy]carbonyl} amino)butanoat COC([C@H](CC=O)NC(=O)OCC[Si](C)(C)C)=O